COC1=CC=C(C=C1)NC(=O)C1C(CCC(C1)C)C(C)C N-(4-methoxyphenyl)-5-methyl-2-(1-methylethyl)cyclohexanamide